[Cu].[Al].[Cr] chromium-aluminum-copper